C1(CC1)C(CCC(=O)N1CCN(CC1)C1=CC(=CC(=C1)Cl)Cl)=O 1-cyclopropyl-4-[4-(3,5-dichlorophenyl)piperazin-1-yl]butane-1,4-dione